C(CS)(=O)[O-].C(CS)(=O)[O-].C[Sn+2]C dimethyl-tin bis(thioglycolate)